Quinoline-4-ylmethyl carbonate C(OCC1=CC=NC2=CC=CC=C12)([O-])=O